N1=C(N=CC=C1)C1=CC=C(C=C1)NC=1C=C(C=CC1)C1=NC2=C(N1)C=C(C=C2)C(=O)OC Methyl 2-(3-{[4-(pyrimidin-2-yl)phenyl]amino}phenyl)-1H-benzo[d]imidazol-6-carboxylate